BrC1=CC=C(C=C1)C1OC2=C(C(N1O)C1=CC=CC=C1)C=CC=C2 2-(4-bromophenyl)-4-phenyl-2H-benzo[e][1,3]oxazin-3(4H)-ol